C(C1=CC=CC=C1)[Sn] benzyl-tin